C(C)(=O)C=1C(=NC(=CC1)N1C=NC2=C1C=CC(=C2)NC=2N=NC(=CC2)C)N2N=CC(=N2)C#N 2-[3-acetyl-6-[5-[(6-methylpyridazin-3-yl)amino]benzimidazol-1-yl]-2-pyridinyl]triazol-4-carbonitrile